4-(6-chloro-4-((5-cyclopropyl-4-fluoro-1H-pyrazol-3-yl)amino)quinazolin-2-yl)-2-methylpiperazine-1-carboxylic acid ClC=1C=C2C(=NC(=NC2=CC1)N1CC(N(CC1)C(=O)O)C)NC1=NNC(=C1F)C1CC1